ClC=1C=C(C=C(C1)F)C[C@@H](C(=O)O)N(C(=O)OC)C1C2=CC=CC=C2C=2C=CC=CC12 (2S)-3-(3-chloro-5-fluorophenyl)-2-(9H-fluoren-9-yl-methoxycarbonylamino)propanoic acid